3,4,5-trifluoro-1H-pyrrole-2-carboxylic acid FC1=C(NC(=C1F)F)C(=O)O